C1(=CC=CC=C1)P(C1=C(C=CC=C1)C=1[CH-]C=CC1)C1=CC=CC=C1.[CH-]1C=CC=C1.[Fe+2] 2-[2-(diphenylphosphino)phenyl]ferrocene